CC(C)N1N=CC=C1C1=NC(=NO1)[C@@H]1CC12CCN(CC2)S(=O)(=O)N (1R)-1-{5-[1-(Propan-2-yl)-1H-pyrazol-5-yl]-1,2,4-oxadiazol-3-yl}-6-azaspiro[2.5]octan-6-sulfonamid